C=1C=CCN2C1C1=CC=CC(C1=C2)=O pyrido[2,1-a]isoindol-7-one